(2-fluoro-5-(trifluoromethoxy)phenyl)carbamic acid (7-(2,6-dioxopiperidin-3-yl)-6-oxo-1,2,3,6,7,8-hexahydropyrrolo[3,4-g]indol-4-yl)methyl ester O=C1NC(CCC1N1C(C2=CC(=C3CCNC3=C2C1)COC(NC1=C(C=CC(=C1)OC(F)(F)F)F)=O)=O)=O